C[Si](C)(C)C#CC1=CC=C(C=C1)B(O)O (4-[(TRIMETHYLSILYL)ETHYNYL]PHENYL)BORONIC ACID